CN1N=C2C=C(C=CC2=C1N1C(NC(CC1)=O)=O)CN1C[C@@H](NCC1)C 1-(2-methyl-6-{[(3S)-3-methylpiperazin-1-yl]methyl}-2H-indazol-3-yl)-1,3-diazinane-2,4-dione